4-(5-(1-(but-2-ynyl)pyrrolidin-2-yl)pyrrolo[1,2-c]pyrimidin-7-yl)-N-(4-cyanopyridin-2-yl)benzamide C(C#CC)N1C(CCC1)C=1C=C(N2C=NC=CC21)C2=CC=C(C(=O)NC1=NC=CC(=C1)C#N)C=C2